ON[C@@H](CCSC)C(=O)O.[Ca] Racemic-calcium hydroxymethionine